C(C)(C)(C)N(C(O)=O)CC1=CNC2=NC=CC=C21.C2(=CC=CC=C2)CC(=O)C=CC2=CC=CC=C2 phenylacetyl-styrene tert-butyl-((1H-pyrrolo[2,3-b]pyridin-3-yl)methyl)carbamate